NC1=C(C(=O)NC2=NC(=CC=C2)C2=NN=CN2C(C)C)C=C(C(=C1)F)[N+](=O)[O-] 2-amino-4-fluoro-N-(6-(4-isopropyl-4H-1,2,4-triazol-3-yl)pyridin-2-yl)-5-nitrobenzamide